ClCCCOC1=CC=C(C(=O)N(C)C)C=C1 4-(3-chloropropoxy)-N,N-dimethylbenzamide